COCCCCCN(CCCCCCCC(=O)N(CCCCCCCCCC)CCCCCCCCCC)CCCCCCCC(=O)N(CCCCCCCCCC)CCCCCCCCCC 8,8'-((5-METHOXYPENTYL)AZANEDIYL)BIS(N,N-DIDECYLOCTANAMIDE)